N-(3-((6-chloro-3-((1-methyl-1H-pyrazol-4-yl)amino)-1,2,4-triazin-5-yl)amino)phenyl)acrylamide ClC1=C(N=C(N=N1)NC=1C=NN(C1)C)NC=1C=C(C=CC1)NC(C=C)=O